3-(5-(((1R,2r,3s)-rel-2-amino-3-hydroxycyclohexyl)methyl)-1-oxoisoindolin-2-yl)piperidine-2,6-dione N[C@@H]1[C@H](CCC[C@@H]1O)CC=1C=C2CN(C(C2=CC1)=O)C1C(NC(CC1)=O)=O |o1:1,2,6|